7-tetradecen-2-ol CC(CCCCC=CCCCCCC)O